ClC=1C=2N(C=C(C1)S(=O)(=O)N[C@@]1([C@@H](C1)C)C#N)C(=NC2)C=2SC(=NN2)C(F)F 8-chloro-N-((cis)-1-cyano-2-methylcyclopropyl)-3-(5-(difluoromethyl)-1,3,4-thiadiazol-2-yl)imidazo[1,5-a]pyridine-6-sulfonamide